tert-butyl (2-(2-chloro-4-formylphenoxy)ethyl)(methyl)carbamate ClC1=C(OCCN(C(OC(C)(C)C)=O)C)C=CC(=C1)C=O